5-[3-(3-methoxy-pyridin-4-yl)-1,2,4-oxadiazol-5-yl]-1-(oxan-4-yl)-1H-1,2,3-benzotriazole COC=1C=NC=CC1C1=NOC(=N1)C1=CC2=C(N(N=N2)C2CCOCC2)C=C1